C(C(O)C)(=O)OCCCCCCCCCCCCCCCC palmityl lactate